1-(tert-butyl)-3-(3-((2-(isoindolin-2-yl)-2-oxoethyl)amino)adamantan-1-yl)urea hydrochloride Cl.C(C)(C)(C)NC(=O)NC12CC3(CC(CC(C1)C3)C2)NCC(=O)N2CC3=CC=CC=C3C2